N-{3-Sulfamoyl-4-[4-(trifluoromethyl)-1H-pyrazol-1-yl]phenyl}-2-[2-(trifluoromethyl)phenyl]acetamide S(N)(=O)(=O)C=1C=C(C=CC1N1N=CC(=C1)C(F)(F)F)NC(CC1=C(C=CC=C1)C(F)(F)F)=O